3,4-dinitroethoxyfurazanyl-furazanmethacryloxypropyl-dimethoxysilane [N+](=O)([O-])C(CC[Si](OCOCC)(OC)C1=NON=C1)OC(C(=C)CC1=NON=C1[N+](=O)[O-])=O